FC=1C=C(O[C@@H]2CN(CC2)CC(=O)NC=2C=CC=C3C(=CNC23)C2=NC(=NC=C2C)NC2=NN(C(=C2)C)C)C=C(C1)F (S)-2-(3-(3,5-difluorophenoxy)pyrrolidin-1-yl)-N-(3-(2-((1,5-dimethyl-1H-pyrazol-3-yl)amino)-5-methylpyrimidin-4-yl)-1H-indol-7-yl)acetamide